OC1=CC=C(C=C1)/C(=C(\CC)/C1=CC=CC=C1)/C1=CC=C(OCCCCN2CCN(CCC2)CCC=2C=C3CN(C(C3=CC2)=O)C2C(NC(CC2)=O)=O)C=C1 (Z)-3-(5-(2-(4-(4-(4-(1-(4-hydroxyphenyl)-2-phenylbut-1-en-1-yl)phenoxy)butyl)-1,4-diazepan-1-yl)ethyl)-1-oxoisoindolin-2-yl)piperidine-2,6-dione